6-[[(3R)-1-Ethyl-3-piperidyl]amino]-3-(4-hydroxy-2,3-dihydrobenzofuran-5-yl)-4-methyl-1,2,4-triazin-5-one C(C)N1C[C@@H](CCC1)NC=1C(N(C(=NN1)C=1C=CC2=C(CCO2)C1O)C)=O